4-(2-{[4-(4-methylphenyl)piperidine-1-carbonyl]amino}phenyl)-1,4-diazacycloheptane-1-carboxylic acid tert-butyl ester C(C)(C)(C)OC(=O)N1CCN(CCC1)C1=C(C=CC=C1)NC(=O)N1CCC(CC1)C1=CC=C(C=C1)C